O=C1N(CC2=CC=CC=C12)C1=CC=C(C=C1)C(C(=O)O)CC 2-(4-(1-oxo-isoindolin-2-yl)phenyl)butanoic acid